C1(CC1)C1=CC=CC(=N1)N1N(C(=C(C1=O)C1=C(C(=O)N)C=CC(=C1)OC(F)F)C1=C(C=C(C=C1F)OC)F)C [2-(6-Cyclopropylpyridin-2-yl)-5-(2,6-difluoro-4-methoxyphenyl)-1-methyl-3-oxo-2,3-dihydro-1H-pyrazol-4-yl]-4-(difluoromethoxy)benzamide